tert-Butyl 4-[tert-butyl(dimethyl)silyl]oxy-8-methyl-7-(4,4,5,5-tetramethyl-1,3,2-dioxaborolan-2-yl)-3,4-dihydro-2H-1,5-naphthyridine-1-carboxylate [Si](C)(C)(C(C)(C)C)OC1CCN(C2=C(C(=CN=C12)B1OC(C(O1)(C)C)(C)C)C)C(=O)OC(C)(C)C